N1N=NC=C1C(=O)N1CC2CCC(C1)N2S(=O)(=O)C2=C(C=C(C=C2C)C)C 1H-1,2,3-triazol-5-yl-{8-[(2,4,6-trimethylphenyl)sulfonyl]-3,8-diazabicyclo[3.2.1]oct-3-yl}methanone